OC1=CC=C(C=C1)C1(C2=CC=CC(=C2C=2C(=CC=CC12)C=1C2=CC=CC=C2C=2C=CC=CC2C1)C=1C2=CC=CC=C2C=2C=CC=CC2C1)C1=CC=C(C=C1)O 9,9-bis(4-hydroxyphenyl)-4,5-di(9-phenanthryl)fluorene